2,3-dimethoxy-6-aminoquinoxaline COC1=NC2=CC=C(C=C2N=C1OC)N